C1(=CC=CC=C1)CCC=C(C(=O)[O-])C#N 2-phenylethylcyanoacrylate